COC1=CC=C(C=C1C)C#CC1=C(C=CC=C1)C(C)=O o-(4-methoxy-5-methyl-2-phenylethynyl)acetophenone